6-Fluoro-7-[3-[6-(1-methyl-3-nitro-indazol-5-yl)oxy-2-azaspiro[3.3]heptan-2-yl]propyl]-[1,2,4]triazolo[4,3-a]pyridine FC=1C(=CC=2N(C1)C=NN2)CCCN2CC1(C2)CC(C1)OC=1C=C2C(=NN(C2=CC1)C)[N+](=O)[O-]